1-(1-{4-chloro-4'-[1-(cyclopropylcarbonyl) piperidin-4-yl] [biphenyl]-2-yl} piperidin-3-yl)-5-(difluoromethyl)-1H-pyrazole-4-carboxylate ClC1=CC(=C(C=C1)C1=CC=C(C=C1)C1CCN(CC1)C(=O)C1CC1)N1CC(CCC1)N1N=CC(=C1C(F)F)C(=O)[O-]